4-chloro-6-phenyl-1,3,5-triOxazine ClC1ONOC(O1)C1=CC=CC=C1